N-(4-cyanobenzyl)-8-((1-(N-(cyanomethyl)-N-methylsulfamoyl)cyclopropyl)methoxy)-1-methyl-2-oxo-1,2-dihydropyrido[2,3-d]pyridazine-3-carboxamide C(#N)C1=CC=C(CNC(=O)C2=CC=3C(=C(N=NC3)OCC3(CC3)S(N(C)CC#N)(=O)=O)N(C2=O)C)C=C1